BrCCOC1=C(C=C(C=C1)Cl)C1=C2C(=NC=C1)C(=CS2)C(=O)OC(C)(C)C tert-butyl 7-(2-(2-bromoethoxy)-5-chlorophenyl)thieno[3,2-b]pyridine-3-carboxylate